[Li].CN1CCN(CC1)CC=1C=C(C(=O)O)C=C(C1)C(F)(F)F 3-[(4-methylpiperazin-1-yl)methyl]-5-(trifluoromethyl)benzoic acid lithium